NC1=C(C(=NC(=C1F)Cl)C(=O)[O-])Cl 4-amino-3,6-dichloro-5-fluoro-pyridine-2-carboxylate